O1C(CCCC1)C=1C(=C2N(N1)CCC2)OC2=CC(=NC=C2)NC2=CC(=NC=C2)C=2C(=NC=CC2)O (4-((4-((2-(tetrahydro-2H-pyran-2-yl)-5,6-dihydro-4H-pyrrolo[1,2-b]pyrazol-3-yl)oxy)pyridin-2-yl)amino)pyridin-2-yl)pyridin-2-ol